4,4-difluoro-6-((4-(((S)-2-hydroxy-1-phenylethyl)amino)-5-(1,3,4-oxadiazol-2-yl)pyrimidin-2-yl)amino)-3-methylisochroman-1-one FC1(C(OC(C2=CC=C(C=C12)NC1=NC=C(C(=N1)N[C@H](CO)C1=CC=CC=C1)C=1OC=NN1)=O)C)F